diamyladamantane C(CCCC)C1C2(CC3CC(CC1C3)C2)CCCCC